3-(3-(2-(benzyloxy)benzyl)ureido)-2-(2,6-dichloro-3-(2-(3-chlorophenyl)acetamido)benzamido)propanoic acid C(C1=CC=CC=C1)OC1=C(CNC(NCC(C(=O)O)NC(C2=C(C(=CC=C2Cl)NC(CC2=CC(=CC=C2)Cl)=O)Cl)=O)=O)C=CC=C1